C1=C(C=CC2=CC=CC=C12)N1C2=CC=CC=C2C=2C=C3C(=CC12)NC=1C=CC=CC13 5-(naphthalen-2-yl)-5,7-dihydroindolo[2,3-b]carbazole